CN1C(C(=CC2=C1N=C(N=C2)S(=O)(=O)C)N2CC1C(CC2)CN(C1)C(=O)OC(C)(C)C)=O tert-butyl 5-(8-methyl-2-methylsulfonyl-7-oxo-pyrido[2,3-d]pyrimidin-6-yl)-3,3a,4,6,7,7a-hexahydro-1H-pyrrolo[3,4-c]pyridine-2-carboxylate